N-[(1R)-1-[3-amino-5-(trifluoromethyl)phenyl]ethyl]-2-(methylamino)-5-[(3S)-tetrahydrofuran-3-yl]oxy-pyridine-3-carboxamide NC=1C=C(C=C(C1)C(F)(F)F)[C@@H](C)NC(=O)C=1C(=NC=C(C1)O[C@@H]1COCC1)NC